C(=C)C1=C(C(=O)O)C=CN=C1 vinyl-isonicotinic acid